C1(=CC=CC=C1)/C=C/C1=C2C(=NC=C1)N(C(C21CCC2=C(N=CO2)C1)=O)COCC[Si](C)(C)C (E)-2-phenylvinyl-1'-((2-(trimethylsilyl)ethoxy)methyl)-6,7-dihydro-4H-spiro[benzo[d]oxazole-5,3'-pyrrolo[2,3-b]pyridine]-2'(1'H)-one